(5-Aminopent-1-yn-1-yl)-2-(2,6-dioxopiperidin-3-yl)isoindole-1,3-dione NCCCC#CC1=C2C(N(C(C2=CC=C1)=O)C1C(NC(CC1)=O)=O)=O